2-(4-chlorophenyl)-1-((1R,5S)-3-((5R,7R)-7-fluoro-5-methyl-6,7-dihydro-5H-cyclopenta[d]pyrimidin-4-yl)-3,8-diazabicyclo[3.2.1]oct-8-yl)-3-(isopropylamino)propan-1-one ClC1=CC=C(C=C1)C(C(=O)N1[C@H]2CN(C[C@@H]1CC2)C=2C1=C(N=CN2)[C@@H](C[C@H]1C)F)CNC(C)C